Methyl ((R)-2-(isopropylamino)-4-phenylbutanoyl)-L-alaninate C(C)(C)N[C@@H](C(=O)N[C@@H](C)C(=O)OC)CCC1=CC=CC=C1